3-azabicyclo[3.1.0]hex-3-yl-6-methylpyrimidin-4-amine C12CN(CC2C1)C1=NC(=CC(=N1)N)C